6-tert-Butyl-N-(3-hydroxyphenyl)sulfonyl-2-(2,4,6-trimethylphenoxy)pyridin-3-carboxamid C(C)(C)(C)C1=CC=C(C(=N1)OC1=C(C=C(C=C1C)C)C)C(=O)NS(=O)(=O)C1=CC(=CC=C1)O